C(CCCCCCCCC\C=C/CCCCC)O (Z)-11-heptadecen-1-ol